tert-butyl 7-fluoro-4-hydroxy-2,2,5-trimethyl-3,4-dihydroquinoline-1(2H)-carboxylate FC1=CC(=C2C(CC(N(C2=C1)C(=O)OC(C)(C)C)(C)C)O)C